C(C)(=O)OCC1=CC(=NO1)C1=CC=NC=C1 (3-(pyridin-4-yl)isoxazol-5-yl)methyl acetate